Methyl-2H-1,2,3-triazole CN1N=CC=N1